OC(=O)C(F)(F)F.C(#N)C=1C=C(C=CC1)C1=NN=C(O1)C(=O)NC[C@H]1CNCC1 (R)-5-(3-cyanophenyl)-N-(pyrrolidin-3-ylmethyl)-1,3,4-oxadiazole-2-carboxamide TFA salt